C(C)(C)(C)[C@H]1N2C(C=3N(N=C4C(=CC=CC34)OCCCCCCCC(=O)O)C1)=CC(C(=C2)C(=O)O)=O (R)-6-(tert-butyl)-10-((7-carboxyheptyl)oxy)-2-oxo-6,7-dihydro-2H-pyrido[2',1':3,4]pyrazino[1,2-B]indazole-3-carboxylic acid